C(C)(C)(C)OC(=O)N(C)CC=1C=C(N(C1)S(=O)(=O)C=1C=C(C=NC1)C=CC(=O)[O-])C1=C(C=CC=C1)F 5-((4-(((tert-butoxycarbonyl)(methyl)amino)methyl)-2-(2-fluorophenyl)-1H-Pyrrol-1-yl)sulfonyl)pyridine-3-acrylate